ClC1=CC=C(CNC=2C3=C(N=C(N2)NC(C)C)C=CS3)C=C1 N4-(4-chlorobenzyl)-N2-isopropylthieno[3,2-d]pyrimidine-2,4-diamine